COC(NS(=O)(=O)C=1SC(=C(C1C1=CC(=C(C=C1)CN1C(=NC=C1)Cl)F)C)CC(C)C)=O (3-(4-((2-Chloro-1H-imidazol-1-yl)methyl)-3-fluorophenyl)-5-isobutyl-4-methylthiophene-2-yl)sulfonylcarbamic acid methyl ester